8-(n-propoxymethyloxycarbonyl)-tetracyclo[4.4.0.12,5.17,10]-3-dodecene C(CC)OCOC(=O)C1C2C3C4C=CC(C3C(C1)C2)C4